(((1-(5-(2,6-difluoro-4-isopropoxyphenyl)-1,2,4-oxadiazol-3-yl)-1,2,3,4-tetrahydroquinolin-6-yl)methyl)amino)propionic acid FC1=C(C(=CC(=C1)OC(C)C)F)C1=NC(=NO1)N1CCCC2=CC(=CC=C12)CNC(C(=O)O)C